N1N=CC=C1CC1=NC=2C(=C3C(=NC2)NC=C3)N1C1CCC(CC1)CC#N 2-((1r,4r)-4-(2-((1H-pyrazol-5-yl)methyl)imidazo[4,5-d]Pyrrolo[2,3-b]Pyridine-1(6H)-yl)cyclohexyl)acetonitrile